COC1=C(C=CC(=C1)CNC(CCCCCCCC(C)C)=O)[O-] 2-methoxy-4-{[N-(9-methyl-1-oxodecyl)amino]methyl}phenolate